N-[6-fluoro-2-[4-(hydroxymethyl)cyclohexyl]indazol-5-yl]-6-(trifluoromethyl)pyrazine-2-carboxamide FC=1C(=CC2=CN(N=C2C1)C1CCC(CC1)CO)NC(=O)C1=NC(=CN=C1)C(F)(F)F